tert-butyl 3-[2-chloro-4-[(3S)-3-[(tert-butoxycarbonylamino)methyl]pyrrolidin-1-yl]pyrimidin-5-yl]-2,5-dihydropyrrole-1-carboxylate ClC1=NC=C(C(=N1)N1C[C@@H](CC1)CNC(=O)OC(C)(C)C)C=1CN(CC1)C(=O)OC(C)(C)C